OC(CCCCCC(=O)OCCC(CCCCCCCCCC)CCCCCCCCCC)CCCCCCC 3-decyltridecyl 7-hydroxytetradecanoate